NC1=NC=C(C=C1C1=NC=C(C=C1)N1C(CCC1)=O)C1=CC=CC=2N1C=CN2 1-(2'-amino-5'-(imidazo[1,2-a]pyridin-5-yl)-[2,3'-bipyridin]-5-yl)pyrrolidin-2-one